NC([C@H](C[C@H]1C(NCC1)=O)NC(=O)[C@@H]1[C@H]2C([C@H]2CN1)(C)C)=O (1R,2S,5S)-N-[(1S)-2-amino-2-oxo-1-[[(3S)-2-oxopyrrolidin-3-yl]methyl]ethyl]-6,6-dimethyl-3-azabicyclo[3.1.0]hexane-2-carboxamide